FC1=C(C=C2C(CCC2=C1)N1CCOCC1)C1=NC=2C=CNC(C2C(=C1)NC1=NC=C(C=C1)N1CCC(CC1)O)=O 2-(6-fluoro-3-morpholino-indan-5-yl)-4-[[5-(4-hydroxy-1-piperidyl)-2-pyridyl]amino]-6H-1,6-naphthyridin-5-one